ClC1=C2C(=NC=C1C(=O)O)N(C=C2)COCC[Si](C)(C)C 4-chloro-1-{[2-(trimethylsilyl)ethoxy]methyl}-1H-pyrrolo[2,3-b]pyridine-5-carboxylic acid